1-(6,7-dihydro-5H-benzo[6,7]cyclohepta[1,2-c]pyridazin-3-yl)-N3-(4-(4-cyclopentylpiperazin-1-ylprop-1-enyl)phenyl)-1H-1,2,4-triazole-3,5-diamine N1=NC(=CC2=C1C1=C(CCC2)C=CC=C1)N1N=C(N=C1N)NC1=CC=C(C=C1)C=CCN1CCN(CC1)C1CCCC1